gold hexafluoroantimonate F[Sb-](F)(F)(F)(F)F.[Au+3].F[Sb-](F)(F)(F)(F)F.F[Sb-](F)(F)(F)(F)F